N-ethyl-methyl-carbamoyl-acetophenone C(C)NC(=O)C(C(=O)C1=CC=CC=C1)C